CCCCCC(CCCC)O decan-6-ol